(6R,7aS)-6-(2,3-dichloro-6-methoxyphenyl)-2-(hydroxymethyl)-hexahydropyrrolizin-3-one ClC1=C(C(=CC=C1Cl)OC)[C@@H]1CN2C(C(C[C@@H]2C1)CO)=O